ClC=1C(N(C(=CC1O[C@@H](C)C1=NC=C(C=C1F)F)C)C1=CC(=NC=C1C)C=1N=C(SC1)C(C)(C)O)=O (R)-3-chloro-1-[2-[2-(1-hydroxy-1-methyl-ethyl)thiazol-4-yl]-5-methyl-4-pyridinyl]-6-methyl-4-[(1S)-1-(3,5-difluoro-2-pyridinyl)ethoxy]pyridin-2-one